OC[C@@H]1CC[C@H](N1C)COC(C1=CC=CC=C1)=O.C(C)(C)(C)C1N(CCCC1)NC(=O)N1CCN(C2=CC=CC=C12)C1=NC=CN=C1 Tert-butyl-(4-(pyrazin-2-yl)-1,2,3,4-tetrahydroquinoxaline-1-carboxamido)piperidine [(2S,5S)-5-(hydroxymethyl)-1-methyl-pyrrolidin-2-yl]methyl-benzoate